chromanamine C1CC2=CC=CC=C2OC1N